(4-(1-aminopropyl)pyrimidin-2-yl)cyclopropanesulfonamide NC(CC)C1=NC(=NC=C1)C1(CC1)S(=O)(=O)N